L-Ascorbyl phosphate C([C@@H]([C@@H]1C(=C(C(=O)O1)O)O)O)OP(=O)(O)O